pyrrolo[1,2-c][1,2,3]triazole carbon [C].N1N=CC=2N1C=CC2